COC1=CC=C(N=N1)CO (6-METHOXY-PYRIDAZIN-3-YL)-METHANOL